C(C)OC(=O)C=1N=CN(C1N)C1=CC(=CC=C1)Cl 5-amino-1-(m-chlorophenyl)-1H-imidazole-4-carboxylic acid ethyl ester